ClC1=CC(=CC=C1)C(=O)OO m-chloroperbenzoic acid